tert-butyl 4-(5-chloro-2-((2-methoxyphenyl)(methyl)carbamoyl)-4-(4,4,5,5-tetramethyl-1,3,2-dioxaborolan-2-yl)phenoxy)butanoate ClC=1C(=CC(=C(OCCCC(=O)OC(C)(C)C)C1)C(N(C)C1=C(C=CC=C1)OC)=O)B1OC(C(O1)(C)C)(C)C